(3S,4S)-3-(hydroxymethyl)-1-{3-[(1H-indol-6-ylmethyl)amino]pyrido[2,3-b]pyrazin-6-yl}piperidin-4-ol OC[C@@H]1CN(CC[C@@H]1O)C=1C=CC=2C(=NC(=CN2)NCC2=CC=C3C=CNC3=C2)N1